NC1=C(C(=NN1C(C)C)C1=NC=C(C=C1)B1OC(C(O1)(C)C)(C)C)C#N 5-Amino-1-isopropyl-3-[5-(4,4,5,5-tetramethyl-1,3,2-dioxaborolan-2-yl)pyridin-2-yl]pyrazole-4-carbonitrile